methyl N-[5-[6-[(5-chloro-2-methoxy-phenyl)-methyl-carbamoyl]imidazo[1,2-a]pyridin-3-yl]-2-pyridyl]carbamate ClC=1C=CC(=C(C1)N(C(=O)C=1C=CC=2N(C1)C(=CN2)C=2C=CC(=NC2)NC(OC)=O)C)OC